FCCCN1CC(C1)NC1=NC=CN=C1 N-(1-(3-fluoropropyl)azetidin-3-yl)pyrazin-2-amine